FC(CN1C[C@@H]2[C@H](C1)CC(C2)CCOC=2C=C1C(=CNC1=CC2)NC(=O)C2CCOCC2)(F)F N-(5-{2-[(3aR,5S,6aS)-2-(2,2,2-trifluoroethyl)-octahydrocyclopenta[c]pyrrol-5-yl]ethoxy}-1H-indol-3-yl)oxane-4-carboxamide